N-[2-(4-phenylbutylamino)ethyl]carbamic acid tert-butyl ester C(C)(C)(C)OC(NCCNCCCCC1=CC=CC=C1)=O